1-(4'-propoxy-[1,1'-biphenyl]-4-yl)ethan-1-one C(CC)OC1=CC=C(C=C1)C1=CC=C(C=C1)C(C)=O